6-(1-hydroxy-4-oxocyclohexyl)-2-methylpyridine-3-carbonitrile OC1(CCC(CC1)=O)C1=CC=C(C(=N1)C)C#N